FCCCN1CC(C1)NC=1C=NC(=CC1)[C@@H]1C(N(CC=2C3=C(C=CC12)CN=N3)C)CC(F)(F)F N-[1-(3-fluoropropyl)azetidin-3-yl]-6-[(6S,8R)-8-methyl-7-(2,2,2-trifluoroethyl)-6,7,8,9-tetrahydro-3H-pyrazolo[4,3]isoquinolin-6-yl]-pyridin-3-amine